methyl 2-(1-(8-(tert-butoxy)-8-oxooctyl)-6-(1-((tert-butylsulfinyl)amino)-2,2,2-trifluoroethyl)-1H-pyrrolo[2,3-b]pyridin-2-yl)-7-methoxy-1-methyl-1H-benzo[d]imidazole-5-carboxylate C(C)(C)(C)OC(CCCCCCCN1C(=CC=2C1=NC(=CC2)C(C(F)(F)F)NS(=O)C(C)(C)C)C2=NC1=C(N2C)C(=CC(=C1)C(=O)OC)OC)=O